FC1=CC=C(C=N1)C=1C(=NC(=NC1)OC)N1CCC(CC1)C=1N(C(=NN1)N)C 5-(1-(5-(6-fluoropyridin-3-yl)-2-methoxypyrimidin-4-yl)piperidin-4-yl)-4-methyl-4H-1,2,4-triazol-3-amine